1-hydroxymethyl-benzotriazole OCN1N=NC2=C1C=CC=C2